C(C)(C)(C)C1=CC=C(C=N1)B(O)O 6-TERT-BUTYLPYRIDIN-3-YLBORONIC ACID